SC(C(=O)[O-])C 2-mercaptopropionat